[3-(benzyloxy)propyl]-3-methyl-2-nitroaniline C(C1=CC=CC=C1)OCCCNC1=C(C(=CC=C1)C)[N+](=O)[O-]